3-(1-(4-fluorophenyl)ethyl)-N-(2-(pyrrolidin-1-yl)ethyl)pyrazin-2-amine FC1=CC=C(C=C1)C(C)C=1C(=NC=CN1)NCCN1CCCC1